(R)-1-(2-chloropyridin-3-yl)ethyl (4-(6-chloro-5-(methylsulfonamido)pyridin-2-yl)-1-methyl-1H-1,2,3-triazol-5-yl)carbamate ClC1=C(C=CC(=N1)C=1N=NN(C1NC(O[C@H](C)C=1C(=NC=CC1)Cl)=O)C)NS(=O)(=O)C